ClC=1C2=C(C(=C(C1)OS(=O)(=O)C(F)(F)F)C)OC(C=1CN(CCC12)C(=O)OC(C)(C)C)=O tert-butyl 10-chloro-7-methyl-5-oxo-8-(((trifluoromethyl)sulfonyl)oxy)-1,5-dihydro-2H-chromeno[3,4-c]pyridine-3(4H)-carboxylate